C(C(C)C)(=O)OC(C(C(C(C)C)OC(C(C)C)=O)(C)C)CC(C)C isobutyl-2,2,4-trimethyl-1,3-pentanediol diisobutyrate